1-Decyl-3-Methylpyrrolium methansulfonat CS(=O)(=O)[O-].C(CCCCCCCCC)[NH+]1C=C(C=C1)C